FC1(CN(CC[C@H]1NC1=NN2C(C(=N1)OC)=C(C=C2)C=2C=CC1=C(N(N=N1)[C@H](CF)C)C2)C([2H])([2H])[2H])F N-((R)-3,3-difluoro-1-(methyl-d3)piperidin-4-yl)-5-(1-((S)-1-fluoropropan-2-yl)-1H-benzo[d][1,2,3]triazol-6-yl)-4-methoxypyrrolo[2,1-f][1,2,4]triazin-2-amine